C[Si](NC(=O)N[Si](C)(C)C)(C)C N,N'-bis(trimethyl-silyl)urea